ClC=1C=C(C=CC1Cl)NC(=O)N1C2CCC1CC1=C2C=CC=C1F (±)-N-(3,4-dichlorophenyl)-1-fluoro-6,7,8,9-tetrahydro-5H-5,8-epiminobenzo[7]annulene-10-carboxamide